ClC=1C(=CC(=NC1)N[C@H]1[C@@H](COCC1)O)C1=C(C(=NS1)C1CCN(CC1)C)C (3S,4R)-4-((5-chloro-4-(4-methyl-3-(1-methylpiperidin-4-yl)isothiazol-5-yl)pyridin-2-yl)amino)tetrahydro-2H-pyran-3-ol